CC=1C=CC(=NC1)N1CCNCC1 4-(5-methylpyridine-2-Yl)piperazine